ClC1=C(C=C(C=C1)C1CNC=2C=C(C=C(C2C1=O)C(=O)OC)F)F methyl 3-(4-chloro-3-fluorophenyl)-7-fluoro-4-oxo-2,3-dihydro-1H-quinoline-5-carboxylate